ethyl ((1S)-1-[1-(naphthalen-1-yl)cyclopropyl]ethyl N-{[3-(acetoxymethoxy)-4-methoxypyridin-2-yl]carbonyl}-L-alaninate) C1(=CC=CC2=CC=CC=C12)C1(CC1)[C@H](C)N([C@@H](C)C(=O)OCC)C(=O)C1=NC=CC(=C1OCOC(C)=O)OC